((1S,2R,4R)-2-methyl-2-(4-methylpyridin-2-yl)bicyclo[2.1.1]hexan-1-yl)(naphthalen-2-yl)methanone C[C@@]1(C2(CC(C1)C2)C(=O)C2=CC1=CC=CC=C1C=C2)C2=NC=CC(=C2)C